3-((3-exo)-3-((6-((5-methyl-1H-pyrazol-3-yl)amino)-1H-pyrrolo[3,2-c]pyridin-4-yl)amino)-8-azabicyclo[3.2.1]octan-8-yl)propionitrile CC1=CC(=NN1)NC1=CC2=C(C(=N1)NC1CC3CCC(C1)N3CCC#N)C=CN2